methyl-(3,5-di-tert-butyl-4-hydroxyphenyl)-propionic acid methyl ester COC(C(C)(C1=CC(=C(C(=C1)C(C)(C)C)O)C(C)(C)C)C)=O